C(C=C)(=O)OC1=C(C=CC=C1)CCCC(CCCCC)OCCC (4-propoxy)nonylphenol Acrylate